NC(/C=C/CC[C@@H](C(=O)NC=1C(N(C=CC1)CC=1SC2=C(N1)C=CC=C2OCC(F)F)=O)NC(OC)=O)=O methyl (S,E)-(7-amino-1-((1-((7-(2,2-difluoroethoxy)benzo[d]thiazol-2-yl)methyl)-2-oxo-1,2-dihydropyridin-3-yl)amino)-1,7-dioxohept-5-en-2-yl)carbamate